COC(C1=C(C(=CC(=C1)I)C1CC1)CC)=O cyclopropyl-2-ethyl-5-iodobenzoic acid methyl ester